N1=CC(=CC=C1)SSC=1C=NC=CC1 3,3'-dithiodipyridine